(S)-1-(2,3-difluorobenzoyl)-7'-(3,5-difluorophenyl)dihydro-1'H,3'H,5'H-spiro[piperidine-4,2'-pyrazolo[1,2-a]pyrazol]-1'-one FC1=C(C(=O)N2CCC3(CN4N([C@@H](CC4)C4=CC(=CC(=C4)F)F)C3=O)CC2)C=CC=C1F